6-bromo-7-(difluoromethyl)-2-methylimidazo[1,2-a]pyridine BrC=1C(=CC=2N(C1)C=C(N2)C)C(F)F